S(=O)(=O)(C1=CC=C(C=C1)OC=1C=C2C(OC(C2=CC1)=O)=O)C1=CC=C(C=C1)OC=1C=C2C(OC(C2=CC1)=O)=O 5,5'-((sulfonylbis(4,1-phenylene))bis(oxy))bis(isobenzofuran-1,3-dione)